(1R,2S,5S)-N-((S)-1-hydroxy-3-((S)-2-oxopyrrolidin-3-yl)propan-2-yl)-6,6-dimethyl-3-((R)-2-(m-tolyl)propanoyl)-3-azabicyclo[3.1.0]hexane-2-carboxamide OC[C@H](C[C@H]1C(NCC1)=O)NC(=O)[C@@H]1[C@H]2C([C@H]2CN1C([C@H](C)C=1C=C(C=CC1)C)=O)(C)C